NC1=C(C(=O)OC)C=C(C(=C1)C=1SC=C(C1)Cl)C(F)(F)F methyl 2-amino-4-(4-chlorothiophen-2-yl)-5-(trifluoromethyl)benzoate